COC(C(=O)N1C(CCC(C1)C)C=1C=CC2=C(N=C(S2)N2[C@H](COCC2)C)C1)=O 2-(5-Methyl-2-(2-((S)-3-methylmorpholino)benzo[d]thiazol-5-yl)piperidin-1-yl)-2-oxoacetic acid methyl ester